1-[4-(2-Dimethylamino-ethoxy)-3-(4-fluoro-2-methyl-2H-pyrazol-3-yl)-phenyl]-3-(4-fluoro-2-hydroxy-phenyl)-urea CN(CCOC1=C(C=C(C=C1)NC(=O)NC1=C(C=C(C=C1)F)O)C=1N(N=CC1F)C)C